(2R)-2-(2-(3-(4-aminobutanamido)phenyl)-2-(isoindolin-2-yl)acetamido)-N-(2,6-difluoro-4-hydroxybenzyl)-5-((Z)-2-((2-propionamidoethyl)carbamoyl)guanidino)pentanamide NCCCC(=O)NC=1C=C(C=CC1)C(C(=O)N[C@@H](C(=O)NCC1=C(C=C(C=C1F)O)F)CCCN\C(=N/C(NCCNC(CC)=O)=O)\N)N1CC2=CC=CC=C2C1